CN1N=C2N(C3=CC=C(C=C3C2=C1)CN)C1=CC=C(C=C1)C(F)(F)F 1-[2-methyl-8-[4-(trifluoromethyl)phenyl]pyrazolo[3,4-b]indol-5-yl]methylamine